C(CC(C(=O)O)N)CP(=O)(O)O The molecule is the 5-phosphono derivative of 2-aminopentanoic acid; acts as an N-methyl-D-aspartate receptor antagonist. It has a role as a NMDA receptor antagonist. It derives from a phosphonic acid and a 2-aminopentanoic acid.